N=S(CCN1C=C(C=2N(C(C=CC21)=O)C)C2=CC(=CC(=C2)OC2=CC=C(C=C2)C(F)(F)F)C)(=O)C 1-{2-[imino(methyl)oxo-λ6-sulfanyl]ethyl}-4-methyl-3-{3-methyl-5-[4-(trifluoromethyl)phenoxy]phenyl}-1H,4H,5H-pyrrolo[3,2-b]pyridin-5-one